6-Trityl-5,7-dihydropyrrolo[3,4-b]pyrazine C(C1=CC=CC=C1)(C1=CC=CC=C1)(C1=CC=CC=C1)N1CC2=NC=CN=C2C1